C(C1=CC=CC=C1)OC1=NC(=CC=C1C1=C(C=C(C=C1F)C=1CCN(CC1)C(=O)OC(C)(C)C)F)OCC1=CC=CC=C1 Tert-butyl 4-(4-(2,6-bis(benzyloxy) pyridin-3-yl)-3,5-difluorophenyl)-3,6-dihydropyridine-1(2H)-carboxylate